3-(1H-IMIDAZOL-2-YL)-PROPIONIC ACID N1C(=NC=C1)CCC(=O)O